C(C)(C)C=1C=C(CNC2=NC=C(C=N2)C(=O)N2C(CC2)C)C=C(C1)OC(F)(F)F (2-((3-isopropyl-5-(trifluoromethoxy)benzyl)amino)pyrimidin-5-yl)(2-methylazetidin-1-yl)methanone